(R)-N-(4-(1,5-dimethyl-6-oxo-1,6-dihydropyridin-3-yl)-2-((1-methoxypropan-2-yl)amino)phenyl)-3,3-difluorocyclobutane-1-carboxamide CN1C=C(C=C(C1=O)C)C1=CC(=C(C=C1)NC(=O)C1CC(C1)(F)F)N[C@@H](COC)C